ClC1=CC=C(C=C1)C1=C(C(=CC=C1)C)C1=NC=CC=C1 2-(4'-Chloro-3-methyl-[1,1'-biphenyl]-2-yl)pyridine